(2R)-(-)-hex-5-en-2-ol C[C@H](CCC=C)O